(E)-N-((1S,2S)-2-(2-fluoroethoxy)-2,3-dihydro-1H-inden-1-yl)-3-(3-methyl-1H-indazol-6-yl)acrylamide FCCO[C@@H]1[C@H](C2=CC=CC=C2C1)NC(\C=C\C1=CC=C2C(=NNC2=C1)C)=O